1-(3-methoxybenzyl)-5-(methylcarbamoyl)-6-oxo-1,6-dihydropyridine-Amide COC=1C=C(CN2C(=CC=C(C2=O)C(NC)=O)C(=O)N)C=CC1